OC1=CC=C(OC=2CC(C=CC2OC2=CC=CC=C2)(OCCC)S(=O)(=O)C2(CC(=C(C=C2)OC2=CC=CC=C2)OC2=CC=C(C=C2)O)OCCC)C=C1 3-(4-hydroxyphenoxy)-1-propoxy-4-phenoxyphenylsulfone